Methyl (2S)-6-{[(tert-butoxy)carbonyl]amino}-2-{[(chloromethoxy)carbonyl]amino}hexanoate C(C)(C)(C)OC(=O)NCCCC[C@@H](C(=O)OC)NC(=O)OCCl